C(C)(C)(C)OC(=O)N[C@H](C(=O)N[C@H](C(=O)OCC1=CC=CC=C1)C(C)(C)C)C(C)C Benzyl (S)-2-((S)-2-((tert-butoxycarbonyl)amino)-3-methylbutanamido)-3,3-dimethylbutanoate